S(SC[C@@H](C(=O)O)NC(=O)OC(C)(C)C)C[C@@H](C(=O)O)NC(=O)OC(C)(C)C (2R,2'R)-3,3'-disulfanediylbis(2-((tert-butyloxycarbonyl)amino)propanoic acid)